(3S)-3-[(E,2S)-2-amino-4-fluoro-4-methylsulfonyl-but-3-enyl]pyrrolidin-2-one N[C@@H](C[C@H]1C(NCC1)=O)\C=C(\S(=O)(=O)C)/F